indium (Iii) hydroxide [OH-].[In+3].[OH-].[OH-]